4-chloro-N-[(3R)-1,1-dimethylsilacyclopentan-3-yl]-6-methyl-1H-pyrrolo[2,3-b]pyridine-2-carboxamide ClC1=C2C(=NC(=C1)C)NC(=C2)C(=O)N[C@H]2C[Si](CC2)(C)C